(4S)-N-{[(2R)-1,4-Dioxan-2-yl]methyl}-4-methyl-2-[(oxan-4-yl)methyl]-8-(trifluoromethyl)-4,5-dihydro-2H-furo[2,3-g]indazol-7-carboxamid O1[C@@H](COCC1)CNC(=O)C1=C(C2=C(C[C@@H](C3=CN(N=C23)CC2CCOCC2)C)O1)C(F)(F)F